3-[(13S)-15-(2,6-difluorophenyl)-12-imino-13-methyl-4,7-dioxa-9-thia-11,14-diazatricyclo[8.5.0.02,8]pentadeca-1(10),2(8),14-trien-11-yl]-2-oxo-propionic acid ethyl ester C(C)OC(C(CN1C=2SC=3OCCOCC3C2C(=N[C@H](C1=N)C)C1=C(C=CC=C1F)F)=O)=O